3-(3-chloronaphthalen-1-yl)-2-oxobutanoic acid ClC=1C=C(C2=CC=CC=C2C1)C(C(C(=O)O)=O)C